5-(6-(benzyloxy)-3-(((1R,5S,6S)-3-((2-(dimethylamino)ethyl)sulfonyl)-3-azabicyclo[3.1.0]hexan-6-yl)ethynyl)-2-fluorophenyl)-1,2,5-thiadiazolidin-3-one 1,1-dioxide C(C1=CC=CC=C1)OC1=CC=C(C(=C1N1CC(NS1(=O)=O)=O)F)C#CC1[C@@H]2CN(C[C@H]12)S(=O)(=O)CCN(C)C